1-(p-hydroxyphenyl)methane OC1=CC=C(C=C1)C